C[Rh](C)(C)C TetraMethyl-Rhodium